(R)-4-(1-(7,8-dimethoxy-1H-imidazo[4,5-c]quinolin-1-yl)ethyl)benzenesulfonamide COC=1C(=CC=2C3=C(C=NC2C1)N=CN3[C@H](C)C3=CC=C(C=C3)S(=O)(=O)N)OC